CS(=O)(=O)C1=NC=C(C=N1)C=1C=C(C(=O)N)C=C(C1)C=1C=NC(=NC1)S(=O)(=O)C 3,5-bis(2-(methylsulfonyl)pyrimidin-5-yl)benzamide